C1=CC=C(C=2SC3=C(C21)C=CC=C3)C=3C=C(C=CC3)C3=NC2=C(N3C3=CC=CC=C3)C=CC=C2 2-[3-(dibenzothiophen-4-yl)phenyl]-1-phenyl-1H-benzoimidazole